C(C=C)(=O)N1C[C@@H](N(C[C@H]1C)C=1C2=C(N(CN1)C1=C(C=C(C=C1C)S(=O)(=O)C)C(C)C)N=C(C(=C2)Cl)C2=C(C=CC=C2)F)C 4-((2S,5R)-4-acryloyl-2,5-dimethylpiperazin-1-yl)-6-chloro-7-(2-fluorophenyl)-1-(2-isopropyl-6-methyl-4-(methylsulfonyl)phenyl)pyrido[2,3-d]pyrimidin